1-[[3-amino-2-[bis[(2,4-dimethoxyphenyl)methyl]amino]-6-methyl-4-pyridyl]amino]-2-methyl-propan-2-ol NC=1C(=NC(=CC1NCC(C)(O)C)C)N(CC1=C(C=C(C=C1)OC)OC)CC1=C(C=C(C=C1)OC)OC